N-[1-[[1-(2,6-dioxo-3-piperidinyl)-3-methyl-2-oxo-benzimidazol-4-yl]methyl]-4-piperidinyl]-N-methyl-carbamic acid tert-butyl ester C(C)(C)(C)OC(N(C)C1CCN(CC1)CC1=CC=CC=2N(C(N(C21)C)=O)C2C(NC(CC2)=O)=O)=O